C(C)(C)(C)OC(=O)N1C[C@H](CCC1)NC=1C2=C(N=CN1)C(=CC(=N2)CC2COCC2)C(N)=O (3S)-3-({8-carbamoyl-6-[(tetrahydrofuran-3-yl)methyl]pyrido[3,2-d]pyrimidin-4-yl}amino)piperidine-1-carboxylic acid tert-butyl ester